NC1=C(C=C(C#N)C=C1C(C)C)C1=CC(=NC=C1)F 4-amino-3-(2-fluoropyridin-4-yl)-5-isopropylbenzonitrile